2-(((4,5-dibutylnonanoyl)oxy)methyl)-2-(((5-(dimethylamino)pentanoyl)oxy)methyl)propane-1,3-diyldidecanoate C(CCC)C(CCC(=O)OCC(CCCCCCCCCCC(=O)[O-])(CCCCCCCCCCC(=O)[O-])COC(CCCCN(C)C)=O)C(CCCC)CCCC